N-hexadecyl-N,N-dimethyl-N-benzylammonium chloride [Cl-].C(CCCCCCCCCCCCCCC)[N+](CC1=CC=CC=C1)(C)C